N,N-bis(2-ethylhexyl)-2-hydroxybenzamide C(C)C(CN(C(C1=C(C=CC=C1)O)=O)CC(CCCC)CC)CCCC